2-(2,2-Dibromovinyl)-5-(trifluoromethyl)phenol BrC(=CC1=C(C=C(C=C1)C(F)(F)F)O)Br